(S)-6-(2-(trityloxy)propoxy)pyridin-3-amine C(C1=CC=CC=C1)(C1=CC=CC=C1)(C1=CC=CC=C1)O[C@H](COC1=CC=C(C=N1)N)C